6-methoxyimidazo[1,2-b]pyridazine-3-sulfonyl chloride COC=1C=CC=2N(N1)C(=CN2)S(=O)(=O)Cl